OCCOC(NC12CC3(CC(CC(C1)C3)C2)NC(=O)C2=NC(=CC=C2)C)=O {3-[(6-Methyl-pyridine-2-carbonyl)-amino]-adamantan-1-yl}-carbamic acid 2-hydroxy-ethyl ester